COC1=CC=C(C=C1)C=1C=CC(=C(C=O)C1)B1OC(C(O1)(C)C)(C)C 5-(4-methoxyphenyl)-2-(4,4,5,5-tetramethyl-1,3,2-dioxaborolan-2-yl)benzaldehyde